(S)-6-amino-2-(1-amino-6-(2-oxopiperidin-1-yl)-1,3-dihydrospiro[indene-2,4'-piperidin]-1'-yl)-3-methyl-5-(4-(trifluoromethoxy)phenyl)pyrimidin-4(3H)-one NC1=C(C(N(C(=N1)N1CCC2(CC1)[C@@H](C1=CC(=CC=C1C2)N2C(CCCC2)=O)N)C)=O)C2=CC=C(C=C2)OC(F)(F)F